C(C)OC(C(NC=O)C)=O N-formyl-α-methylglycine ethyl ester